C(C)(C)(C)OC(=O)N1C[C@@H](CC1)CNC(=O)CC[C@@H](C(=O)O)NC(=O)OCC1C2=CC=CC=C2C=2C=CC=CC12 (2S)-4-({[(3S)-1-[(tert-butoxy)carbonyl]pyrrolidin-3-yl]methyl}carbamoyl)-2-({[(9H-fluoren-9-yl)methoxy]carbonyl}amino)butanoic acid